N-(1-(4-(aminomethyl)phenyl)ethyl)-butan-2-amine NCC1=CC=C(C=C1)C(C)NC(C)CC